N-(6-(4-((3-chloro-5-cyano-4-cyclopropoxyphenyl)(2,2,2-trifluoroethyl)amino)phenyl)quinoxalin-2-yl)methanesulfonamide ClC=1C=C(C=C(C1OC1CC1)C#N)N(C1=CC=C(C=C1)C=1C=C2N=CC(=NC2=CC1)NS(=O)(=O)C)CC(F)(F)F